4-(5-((1R,5S,6s)-6-(aminomethyl)-3-azabicyclo[3.1.0]hexan-3-yl)pyrazin-2-yl)-6-(2-hydroxy-2-methylpropoxy)pyrazolo[1,5-a]pyridine-3-carbonitrile trifluoroacetate FC(C(=O)O)(F)F.NCC1[C@@H]2CN(C[C@H]12)C=1N=CC(=NC1)C=1C=2N(C=C(C1)OCC(C)(C)O)N=CC2C#N